C(CCCCCCCCC)[SiH](C1=CC=C(C=C1)SC)C decyl-methyl-(4-methylthiophenyl)silane